COC=1C=C(C=CC1)S(=O)(=NC1=CC=C(C=C1)C1=NOC(=N1)C(F)(F)F)C (3-methoxyphenyl)(methyl)((4-(5-(trifluoromethyl)-1,2,4-oxadiazol-3-yl)phenyl)imino)-λ6-sulfanone